[4-(3,6-dimethoxy-9H-carbazole-9-yl)butyl]phosphonic acid COC=1C=CC=2N(C3=CC=C(C=C3C2C1)OC)CCCCP(O)(O)=O